BrC1=CC=C(S1)C1=CC=C(S1)C=1SC=CC1 5''-bromo-2,2':5',2''-terthiophene